10-hydroxy-2-methyl-5-(1-methylethyl)-1-[2-(1-methylethyl)-4-thiazolyl]-3,6-dioxo-8,11-bis(phenylmethyl)-2,4,7,12-tetraazatridecane-13-oic acid, 5-thiazolylmethyl ester OC(CC(NC(C(NC(N(CC=1N=C(SC1)C(C)C)C)=O)C(C)C)=O)CC1=CC=CC=C1)C(NC(=O)OCC1=CN=CS1)CC1=CC=CC=C1